(S)-6-(1-methyl-1H-pyrazol-4-yl)-N-(2-methyl-5-(2-(1-neopentylpyrrolidin-2-yl)acetamido)pyridin-3-yl)pyrazolo[1,5-a]pyrazine-3-carboxamide CN1N=CC(=C1)C=1N=CC=2N(C1)N=CC2C(=O)NC=2C(=NC=C(C2)NC(C[C@H]2N(CCC2)CC(C)(C)C)=O)C